ClC1=NC=CC(=N1)N1C=CC2=CC=CC=C12 1-(2-chloropyrimidin-4-yl)-1H-indole